1-((S)-2-methyl-4-(4-(((R)-1-(2-methyl-3-(trifluoromethyl)phenyl)ethyl)amino)quinolin-6-yl)piperazin-1-yl)ethan-1-one C[C@@H]1N(CCN(C1)C=1C=C2C(=CC=NC2=CC1)N[C@H](C)C1=C(C(=CC=C1)C(F)(F)F)C)C(C)=O